CN1N=C(C=C1C(=O)NC(C)C1=NOC(=N1)C=1C=C(C=CC1)C)C(F)(F)F 2-methyl-N-[1-[5-(m-tolyl)-1,2,4-oxadiazol-3-yl]ethyl]-5-(trifluoromethyl)pyrazole-3-carboxamide